trans-2-[[(5S,7S)-7-fluoro-5-phenyl-6,7-dihydro-5H-pyrrolo[1,2-b][1,2,4]triazol-2-yl]sulfanyl]cyclopropanecarbonitrile F[C@H]1C[C@H](N2N=C(N=C21)S[C@H]2[C@@H](C2)C#N)C2=CC=CC=C2